[2-(3-fluoro-5-methylsulfonylphenoxy)ethyl]propan-1-amine FC=1C=C(OCCC(CC)N)C=C(C1)S(=O)(=O)C